C1N(C[C@@H]2CCCC[C@H]12)CCCCCCCSC1=C2CN(C(C2=CC=C1)=O)C1C(NC(CC1)=O)=O 3-(4-((7-((3aR,7aS)-hexahydro-1H-isoindol-2(3H)-yl)heptyl)thio)-1-oxoisoindolin-2-yl)piperidine-2,6-dione